5-[2-fluoro-6-hydroxy-4-[(4-methoxy-1-piperidyl)methyl]phenyl]-1,1-dioxo-1,2,5-thiadiazolidin-3-one FC1=C(C(=CC(=C1)CN1CCC(CC1)OC)O)N1CC(NS1(=O)=O)=O